NC1=NC=CC=C1C=1N(C2=C(C=NC=C2)N1)C1=CC=C(C=C1)CO (4-(2-(2-aminopyridin-3-yl)-1H-imidazo[4,5-c]pyridin-1-yl)phenyl)methanol